tert-butyl N-[2-[2-[2-[2-(2-aminoethoxy)ethoxy]ethoxy]ethoxy]ethyl]-N-methylcarbamate NCCOCCOCCOCCOCCN(C(OC(C)(C)C)=O)C